C(C)(C)(C)OOC(=O)C1=CC=C(C(=O)C2=CC=C(C=C2)C(=O)OOC(C)(C)C)C=C1 4,4'-di(tert-butylperoxycarbonyl)benzophenone